((2-(((2S)-1-((2S)-2-(2-(3,4-difluorophenyl)morpholine-4-carbonyl)pyrrolidin-1-yl)-3,3-dimethyl-1-oxobutan-2-yl)carbamoyl)benzo[b]thiophen-5-yl)difluoromethyl)phosphonic acid FC=1C=C(C=CC1F)C1CN(CCO1)C(=O)[C@H]1N(CCC1)C([C@H](C(C)(C)C)NC(=O)C1=CC2=C(S1)C=CC(=C2)C(F)(F)P(O)(O)=O)=O